5-(5-(1,3-dimethyl-2-oxo-1,2-dihydroquinolin-5-yl)-5,6,7,8-tetrahydropyrido[3,2-d]pyrimidin-2-yl)-N-(3-(4-(2,6-dioxopiperidin-3-yl)furo[3,2-c]pyridin-2-yl)prop-2-yn-1-yl)picolinamide CN1C(C(=CC2=C(C=CC=C12)N1CCCC=2N=C(N=CC21)C=2C=CC(=NC2)C(=O)NCC#CC2=CC=1C(=NC=CC1O2)C2C(NC(CC2)=O)=O)C)=O